C(C)N(C=1C(N(C=C2C1N=C(N=C2N[C@H](C)C2=C(C(=CC=C2)C(F)F)F)C)C2(CC2)CF)=O)CC (R)-8-(diethylamino)-4-((1-(3-(difluoromethyl)-2-fluorophenyl)ethyl)amino)-6-(1-(fluoromethyl)cyclopropyl)-2-methylpyrido[4,3-d]pyrimidine-7(6H)-one